ClC1=C(C=2N=C(N=C(C2C=N1)N1C[C@H](C[C@@H](C1)O)NC(OC(C)(C)C)=O)OC[C@]12CCCN2C[C@@H](C1)F)F tert-Butyl ((3S,5S)-1-(7-chloro-8-fluoro-2-(((2R,7aS)-2-fluorohexahydro-1H-pyrrolizin-7a-yl)methoxy)pyrido[4,3-d]pyrimidin-4-yl)-5-hydroxypiperidin-3-yl)carbamate